2-fluoro-5-((6-fluoro-4-methyl-1H-indol-5-yl)oxy)benzamidine FC1=C(C(=N)N)C=C(C=C1)OC=1C(=C2C=CNC2=CC1F)C